(S)-6-(2-amino-5-(4-(2-methylmorpholino)phenyl)pyridin-3-yl)-3,4-dihydroisoquinolin-1(2H)-one NC1=NC=C(C=C1C=1C=C2CCNC(C2=CC1)=O)C1=CC=C(C=C1)N1C[C@@H](OCC1)C